6-(2-(ethoxymethoxy)-6-methyl-4-(trifluoromethyl)phenyl)-1,2,4-triazin-3-amine C(C)OCOC1=C(C(=CC(=C1)C(F)(F)F)C)C1=CN=C(N=N1)N